C1(CC1)C=1C(=C(C=2N(C1)C=CN2)C2=C(C=C(C=C2O)CCC)O)C 2-(6-Cyclopropyl-7-methylimidazo[1,2-a]pyridin-8-yl)-5-propylbenzene-1,3-diol